tert-Butyl 4-(4-oxo-3H-quinazolin-2-yl)piperazine-1-carboxylate O=C1NC(=NC2=CC=CC=C12)N1CCN(CC1)C(=O)OC(C)(C)C